C1(CCC1)N1C(=NC2=C1C=C(C=C2)F)C=2N(C(C(=C(N2)C(=O)NC=2C=NOC2)O)=O)C 2-(1-cyclobutyl-6-fluoro-1H-1,3-benzodiazol-2-yl)-5-hydroxy-1-methyl-N-(1,2-oxazol-4-yl)-6-oxo-1,6-dihydropyrimidine-4-carboxamide